FC=1C=C(C=CC1)[C@@H](CO)NC(OC(C)(C)C)=O tert-butyl (S)-(1-(3-fluorophenyl)-2-hydroxyethyl)carbamate